3-phenyl-N-(quinoline-8-yl)propionamide nonyl-8-((6-((5,5-bis(((Z)-oct-5-en-1-yl)oxy)pentanoyl)oxy)hexyl)(2-hydroxyethyl)amino)octanoate C(CCCCCCCC)OC(CCCCCCCN(CCO)CCCCCCOC(CCCC(OCCCC\C=C/CC)OCCCC\C=C/CC)=O)=O.C1(=CC=CC=C1)CCC(=O)NC=1C=CC=C2C=CC=NC12